[H-].[H-].[H-].N=[CH-].[Na+].[B+3] boron(3+) sodium iminomethanide trihydride